C1N2C=CC34C2=C(C=C(C4=NC=4C=CC=CC34)C(=O)[O-])C=C1 1H-indolizino[8,1-cd]carbazole-5-carboxylate